Cl.NC\C=C(\CN1C(=NC2=C1C=CC=C2C=2C=C(C=CC2)S(=O)(=O)NC)CC)/F (Z)-3-(1-(4-amino-2-fluorobut-2-en-1-yl)-2-ethyl-1H-benzo[d]imidazol-4-yl)-N-methylbenzenesulfonamide Hydrochloride